2-(4-chloro-7-(2,4-dimethoxybenzyl)-5-methyl-6,7-dihydro-5H-pyrrolo[2,3-d]pyrimidin-5-yl)acetonitrile ClC=1C2=C(N=CN1)N(CC2(C)CC#N)CC2=C(C=C(C=C2)OC)OC